2-(4-chloro-3-fluorophenoxy)-N-(3-{[(4-chloro-2-hydroxyphenyl)carbamoyl]amino}bicyclo[1.1.1]pentan-1-yl)acetamide ClC1=C(C=C(OCC(=O)NC23CC(C2)(C3)NC(NC3=C(C=C(C=C3)Cl)O)=O)C=C1)F